N1(CCC2=CC=CC=C12)C(=O)C1=CC(=CC=C1)S(=O)(=O)N1CCC2=CC=CC=C12 indolin-1-yl(3-(indolin-1-ylsulfonyl)phenyl)methanone